C(C)(C)(C)OC(=O)N1C2(CC2)CC(CC1)C(=O)NN.CN1C(=NN=C1)C1CCN(C2(CC2)C1)C(=O)OC(C)(C)C Tert-butyl 7-(4-methyl-4H-1,2,4-triazol-3-yl)-4-azaspiro[2.5]octane-4-carboxylate Tert-butyl-7-(hydrazinecarbonyl)-4-azaspiro[2.5]octane-4-carboxylate